(1aR,5aR)-2-(4-Bromo-pyridin-2-yl)-1a,2,5,5a-tetrahydro-1H-2,3-diaza-cyclopropa[a]pentalene-4-carboxylic acid (1-pyridin-4-yl-cyclobutyl)-amide N1=CC=C(C=C1)C1(CCC1)NC(=O)C=1C=2C[C@@H]3[C@H](C2N(N1)C1=NC=CC(=C1)Br)C3